ClC1=C(C=CC=2C3=C(NC12)CCN([C@H]3C)C(=O)C3=NC=C(C=N3)N3CCN(CC3)C3COC3)Cl (S)-(6,7-dichloro-1-methyl-1,3,4,5-tetrahydro-2H-pyrido[4,3-b]indol-2-yl)(5-(4-(oxetan-3-yl)piperazin-1-yl)pyrimidin-2-yl)methanone